N1=CNC2=C1C=C(C=C2)C(=O)OC(C)[C@@]21[C@H]([C@@H]([C@H]([C@@](OC2)(O1)C1=CC(=C(C=C1)C)CC1=CC=C(C=C1)CCCCOCC=C)OCC1=CC=CC=C1)OCC1=CC=CC=C1)OCC1=CC=CC=C1 1-[(1R,2S,3S,4R,5S)-5-[3-[[4-(4-allyloxybutyl)phenyl]methyl]-4-methyl-phenyl]-2,3,4-tribenzyloxy-6,8-dioxabicyclo[3.2.1]octan-1-yl]ethanol benzo[d]imidazole-6-carboxylate